4-methoxy-3-(N-(2-(4-methoxy-3,3-dimethylpiperidin-1-yl)-5-(trifluoromethyl)phenyl)sulfamoyl)benzoic acid COC1=C(C=C(C(=O)O)C=C1)S(NC1=C(C=CC(=C1)C(F)(F)F)N1CC(C(CC1)OC)(C)C)(=O)=O